4-(benzo[d]thiazol-2-yl)-N-hydroxybenzoamide S1C(=NC2=C1C=CC=C2)C2=CC=C(C(=O)NO)C=C2